5-chloro-4-oxochroman ClC1=C2C(CCOC2=CC=C1)=O